CC1=CC=C(CCNC(C2=CC=CC=C2)=O)C=C1 N-(4-methylphenethyl)benzamide